Methyl Acetate Iodide [I-].C(C)(=O)OC